4-(5-chloro-2-methoxy-phenyl)-6-methyl-N-[6-(3-methylimidazo[1,5-a]pyridin-7-yl)thiazolo[4,5-b]pyrazin-2-yl]pyridine-3-carboxamide ClC=1C=CC(=C(C1)C1=C(C=NC(=C1)C)C(=O)NC=1SC=2C(=NC=C(N2)C2=CC=3N(C=C2)C(=NC3)C)N1)OC